COC(=O)C1=CC(=CS1)CC=1N(C=CC1)C(=O)OC(C)(C)C tert-butyl 2-{[5-(methoxycarbonyl) thiophen-3-yl]methyl}pyrrole-1-carboxylate